1-fluoro-4-(hex-5-en-1-yloxy)benzene FC1=CC=C(C=C1)OCCCCC=C